NCC1=CC(=C(C=C1)NC(=O)C1=CC2=C(OCCC3=C2SC=C3)C=C1C=1C(=NC(=CC1)C(NCCC)=O)C(=O)O)OC(C)C 3-(9-((4-(aminomethyl)-2-isopropoxyphenyl)carbamoyl)-4,5-dihydrobenzo[b]thieno[2,3-d]oxepin-8-yl)-6-(propylcarbamoyl)picolinic acid